N-methoxy-2,N-dimethylacrylamide CON(C(C(=C)C)=O)C